FC1=CC=C(C=C2CC3=CC=CC=C3C2)C=C1 2-(4-fluorobenzylidene)-2,3-dihydro-1H-indene